COC(=O)C=1SC=C(C1C(=O)OC)NC(NC1=C(C=C(C(=C1)OCC=1C=CC=C2C=CN=CC12)OC)F)=O ({[2-fluoro-5-(isoquinolin-8-ylmethoxy)-4-methoxyphenyl]carbamoyl}amino)thiophene-2,3-dicarboxylic acid dimethyl ester